C(C1=CC=CO1)#N furfurnitrile